ClC=1C=C2C(=NC1F)NC(=C2)C(=O)NC2CCCCCCC2 5-chloro-N-cyclooctyl-6-fluoro-1H-pyrrolo[2,3-b]pyridine-2-carboxamide